1-phenethyl-3-(p-tolyl)isoquinoline C(CC1=CC=CC=C1)C1=NC(=CC2=CC=CC=C12)C1=CC=C(C=C1)C